CNC(C1=NC=C(C=C1)N1CCN(CC1)CC=1C=CC=2C3=C(C(NC2C1)=O)C=CN3C)=O N-methyl-5-(4-((1-methyl-4-oxo-4,5-dihydro-1H-pyrrolo[3,2-c]quinolin-7-yl)methyl)piperazin-1-yl)picolinamide